3-[2-methyl-1-(4-methyl-1,2,4-triazol-3-yl)propan-2-yl]aniline CC(CC1=NN=CN1C)(C)C=1C=C(N)C=CC1